6-chloro-4-isopropylamino-pyridine-3-carbaldehyde ClC1=CC(=C(C=N1)C=O)NC(C)C